2,2'-((propane-1,3-diylbis(methylazandiyl))bis(methylene))bis(3-((tert-butyldiphenylsilyl)oxy)-4H-pyran-4-one) C(CCN(C)CC=1OC=CC(C1O[Si](C1=CC=CC=C1)(C1=CC=CC=C1)C(C)(C)C)=O)N(C)CC=1OC=CC(C1O[Si](C1=CC=CC=C1)(C1=CC=CC=C1)C(C)(C)C)=O